BrC1=C(C=C2C(=NC(=NC2=C1F)OC[C@]12CCCN2C[C@@H](C1)F)N1C[C@@](CCC1)(O)C)C (R)-1-(7-bromo-8-fluoro-2-(((2R,7aS)-2-fluorotetrahydro-1H-pyrrolizin-7a(5H)-yl)methoxy)-6-methylquinazolin-4-yl)-3-methylpiperidin-3-ol